(R)-2-(4-(2-methyl-4-((1-(3-nitro-5-(trifluoromethyl)phenyl)ethyl)amino)quinazoline-6-yl)piperidin-1-yl)acetic acid tert-butyl ester C(C)(C)(C)OC(CN1CCC(CC1)C=1C=C2C(=NC(=NC2=CC1)C)N[C@H](C)C1=CC(=CC(=C1)C(F)(F)F)[N+](=O)[O-])=O